C(C=C)OC(=O)N1CCC(CC1)CO[C@H]1CN(C[C@H](C1)NC1=NC=C(C(=N1)C1=CNC2=C(C=CC=C12)S(=O)(=O)C)C(F)(F)F)C(=O)OCC1=CC=CC=C1 Benzyl (3R,5S)-3-[(1-allyloxycarbonyl-4-piperidyl) methoxy]-5-[[4-(7-methylsulfonyl-1H-indol-3-yl)-5-(trifluoromethyl)pyrimidin-2-yl]amino]piperidine-1-carboxylate